4-(7-((R)-3-aminopiperidin-1-yl)-3-(2-fluoro-4-((R)-3-methoxypyrrolidin-1-yl)phenyl)-3H-imidazo[4,5-b]pyridin-2-yl)-2-fluorobenzonitrile N[C@H]1CN(CCC1)C1=C2C(=NC=C1)N(C(=N2)C2=CC(=C(C#N)C=C2)F)C2=C(C=C(C=C2)N2C[C@@H](CC2)OC)F